C(C)N1C2=C(N(C(C(C1)(F)F)=O)C)C=NC(=N2)NC2=CC(=C(C(=O)OC)C=C2OC)F methyl 4-((9-ethyl-7,7-difluoro-5-methyl-6-oxo-6,7,8,9-tetrahydro-5H-pyrimido[4,5-b][1,4]diazepin-2-yl)amino)-2-fluoro-5-methoxybenzoate